ClC1=C(C=C(C=C1)N1CC(N(CC1)CC=1C=C(C=CC1C(F)(F)F)N1CCN(CCC1)C)C)C(F)(F)F 1-(3-((4-(4-chloro-3-(trifluoromethyl)phenyl)-2-methylpiperazin-1-yl)methyl)-4-(trifluoromethyl)phenyl)-4-methyl-1,4-diazepan